N[C@@H]1C2=CC=CC=C2CC12CCN(CC2)C=2NC(C1=C(N2)NN=C1C1=CCC2=CC=CC=C12)=O (S)-6-(1-amino-1,3-dihydrospiro[indene-2,4'-piperidin]-1'-yl)-3-(1H-inden-3-yl)-1,5-dihydro-4H-pyrazolo[3,4-d]pyrimidin-4-one